CN1NC=2N(C1)N=C(C2)C 2,6-dimethylpyrazolo[3,2-c][1,2,4]triazole